7-chloro-N,N-diphenyldibenzo[b,d]Thiophene-2-amine ClC1=CC2=C(C3=C(S2)C=CC(=C3)N(C3=CC=CC=C3)C3=CC=CC=C3)C=C1